Cl.C(C1=CC=CC=C1)(=O)O benzoic acid hydrochloride salt